C[Si](C)(C)C#CC1=CC=C(OCCO)C=C1 2-(4-((trimethylsilyl)ethynyl)phenoxy)ethan-1-ol